2-amino-3-cyclopropyl-N'-methyl-N'-(pyrimidin-2-yl)quinoline-6-carbohydrazide NC1=NC2=CC=C(C=C2C=C1C1CC1)C(=O)NN(C1=NC=CC=N1)C